C(C)C1=CC=CC2=C1CCO2 4-ethyl-2,3-dihydrobenzofuran